CN(C1=NC=C(N=C1)B1OC(C(O1)(C)C)(C)C)C N,N-dimethyl-5-(tetramethyl-1,3,2-dioxaborolan-2-yl)pyrazin-2-amine